COC1=CC=C(C(=N1)C)C1=CC2=C(O[C@@]3(CN(CC3)C#N)C(N2)=O)N=C1 (S)-7-(6-Methoxy-2-methylpyridin-3-yl)-2-oxo-1,2-dihydrospiro[pyrido[2,3-b][1,4]oxazin-3,3'-pyrrolidin]-1'-carbonitril